2-Chloro-N-(4-(5-(3-ethynylbenzamido)-1-methyl-1H-pyrazol-3-yl)phenyl)nicotinamide ClC1=C(C(=O)NC2=CC=C(C=C2)C2=NN(C(=C2)NC(C2=CC(=CC=C2)C#C)=O)C)C=CC=N1